furo[3,4-d]-1,2,3-thiadiazole S1N=NC=2C1=COC2